1-(2-((8-((3-methyl-4-((1-methyl-1H-benzo[d]imidazol-5-yl)oxy)phenyl)amino)pyrimido[5,4-d]pyrimidin-2-yl)ethynyl)piperidin-1-yl)prop-2-en-1-one CC=1C=C(C=CC1OC1=CC2=C(N(C=N2)C)C=C1)NC1=NC=NC2=C1N=C(N=C2)C#CC2N(CCCC2)C(C=C)=O